1,4-bis((4,4,5,5-tetraphenyl-1,3,2-dioxaphospholan-2-yl)oxy)but-2-ene C1(=CC=CC=C1)C1(OP(OC1(C1=CC=CC=C1)C1=CC=CC=C1)OCC=CCOP1OC(C(O1)(C1=CC=CC=C1)C1=CC=CC=C1)(C1=CC=CC=C1)C1=CC=CC=C1)C1=CC=CC=C1